(2-((5-chloro-2-((3-chloro-4-(2-(cyclopentylamino)-7-azaspiro[3.5]nonan-7-yl)phenyl)amino)pyrimidin-4-yl)amino)phenyl)dimethylphosphine oxide ClC=1C(=NC(=NC1)NC1=CC(=C(C=C1)N1CCC2(CC(C2)NC2CCCC2)CC1)Cl)NC1=C(C=CC=C1)P(C)(C)=O